COC(=O)C1=NC=C(C2=CC(=NC=C12)Cl)C(C)C 6-Chloro-4-isopropyl-2,7-naphthyridine-1-carboxylic acid methyl ester